N-(cis-2-(((1-(2-fluorophenyl)piperidin-4-yl)oxy)methyl)-1-isobutyrylpiperidin-3-yl)methanesulfonamide FC1=C(C=CC=C1)N1CCC(CC1)OC[C@@H]1N(CCC[C@@H]1NS(=O)(=O)C)C(C(C)C)=O